4-(4-fluorophenyl-1-(3-(trifluoromethoxy)propyl)-1H-imidazol-5-yl)-1H-pyrrolo[2,3-b]pyridine FC1=CC=C(C=C1)C=1N(C(=CN1)C1=C2C(=NC=C1)NC=C2)CCCOC(F)(F)F